C(#N)C1(CCCC(C1)(C)C)C 1-cyano-1,5,5-trimethyl-cyclohexane